NC=1SC(=C(N1)C)C(=O)N(CCC)C 2-amino-N,4-dimethyl-N-propyl-thiazole-5-carboxamide